NC1=C(C(=NN1C1CCCC1)C(=O)NC=1C(=NC=C(C1)NC(CC1=CC=C(C=C1)F)=O)F)C(=O)O 5-amino-1-cyclopentyl-N3-(2-fluoro-5-(2-(4-fluorophenyl)acetamido)pyridin-3-yl)-1H-pyrazole-3,4-dicarboxylic acid amide